C(C)OC(=O)[C@H]1N([C@H]2C[C@]2(C1)COCCNC(C)=O)C(CNC(C1=CC=C(C=C1)OC1=CC=CC=C1)=O)=O (1S,3S,5R)-5-((2-acetamidoethoxy)methyl)-2-((4-phenoxybenzoyl)glycyl)-2-azabicyclo[3.1.0]hexane-3-carboxylic acid ethyl ester